calcium dopamine NCCC1=CC(O)=C(O)C=C1.[Ca]